N-(3-(4,6-dimethyl-pyrimidin-5-yl)-4-(2-(pyrrolidin-1-yl)ethoxy)phenyl)cyclopropanecarboxamide CC1=NC=NC(=C1C=1C=C(C=CC1OCCN1CCCC1)NC(=O)C1CC1)C